FC1=CC=C(CC2=NC(=NN2)C(=O)N[C@@H]2C(N(C3=C(OC2)C=CC(=C3)N3CCC2(CCCO2)CC3)C)=O)C=C1 (S)-5-(4-fluorobenzyl)-N-(5-methyl-4-oxo-7-(1-oxa-8-azaspiro[4.5]decan-8-yl)-2,3,4,5-tetrahydrobenzo[b][1,4]oxaazepin-3-yl)-1H-1,2,4-triazole-3-carboxamide